N-ethyl-N-Methyl-formamidine C(C)N(C=N)C